CNC1=C(C=C(C=C1)C(F)(F)F)[N+](=O)[O-] methyl-(2-nitro-4-trifluoromethyl-phenyl)-amine